acetonitrile HCl salt Cl.C(C)#N